ethylidenebis-behenamide C(C)(CCCCCCCCCCCCCCCCCCCCCC(=O)N)CCCCCCCCCCCCCCCCCCCCCC(=O)N